2-(3-Azidopropyl)-4,5-dihydro-1,3-oxazole N(=[N+]=[N-])CCCC=1OCCN1